(bromomethyl)-cycloheptane BrCC1CCCCCC1